C(CCCCCCC\C=C/CCCCCCCC)P(CCCCCCCC\C=C/CCCCCCCC)CCCCCCCC\C=C/CCCCCCCC trioleyl-phosphine